FC=1C=C(C=CC1)C=1C=C2C(=NC1)C=NN2CCCC 1-[6-(3-Fluorophenyl)pyrazolo[4,3-b]pyridin-1-yl]butan